C1(=CC=CC=C1)[C@@H]1CC2(CN(C2)C(=O)C2CC3(C2)NC(CC3)=O)CC1 (2r,4r)-2-((S)-6-phenyl-2-azaspiro[3.4]octane-2-carbonyl)-5-azaspiro[3.4]octan-6-one